ClC1=CC=C(CN2C=3N(C=C(C2=O)C2=NC(=NO2)C)N=C(C3)C3=CC=C(C=C3)OC3=NC=CC=C3)C=C1 4-(4-chlorobenzyl)-6-(3-methyl-1,2,4-oxadiazol-5-yl)-2-(4-(pyridin-2-yloxy)phenyl)pyrazolo[1,5-a]pyrimidin-5(4H)-one